CC1(C=CC=C1)C1=NC(=CC=C1)C1(C=CC=C1)C 2,6-bis(methylcyclopentadienyl)pyridine